4-((1R,3S)-3-hydroxy-3-methylcyclohexylamino)-2-((1r,4R)-4-methoxycyclohexylamino)pyrimidine-5-carbonitrile O[C@@]1(C[C@@H](CCC1)NC1=NC(=NC=C1C#N)NC1CCC(CC1)OC)C